CC1=C(C=CC(=C1)C)N(C(C)=O)C1=NC=CC(=C1)[N+](=O)[O-] N-(2,4-dimethylphenyl)-N-(4-nitropyridin-2-yl)acetamide